2'-chloro-4'-methyl-4-(2-(2-methyl-6-oxo-1,6-dihydropyrimidin-5-yl)acetamido)-[1,1'-biphenyl]-3-carboxylic acid ClC1=C(C=CC(=C1)C)C1=CC(=C(C=C1)NC(CC1=CN=C(NC1=O)C)=O)C(=O)O